dipropoxyheptenyl heptyloxymethyl ether C(CCCCCC)OCOC=CCCCCC(OCCC)OCCC